CC=1C(=NC=C(N1)C1=CNC2=NC=CC=C21)OC2CN(CC2)C(C)=O 1-(3-(3-methyl-5-(1H-pyrrolo[2,3-b]pyridin-3-yl)pyrazin-2-yloxy)pyrrolidin-1-yl)ethanone